C(C)OC1=CC=C(C=C1)C1=CC=2C(N(C=CC2)CC2=CC=C(C=C2)OC)=N1 2-(4-ethoxyphenyl)-7-(4-methoxybenzyl)-7H-pyrrolo[2,3-b]pyridine